N-cyclopropyl-2-(difluoromethoxy)-6-methoxy-4-[7-(2-methyloxiran-2-yl)imidazo[1,2-a]pyridin-3-yl]benzamide C1(CC1)NC(C1=C(C=C(C=C1OC)C1=CN=C2N1C=CC(=C2)C2(OC2)C)OC(F)F)=O